2-ethyl-5-methyl-1H-imidazole-4-carboxylate C(C)C=1NC(=C(N1)C(=O)[O-])C